N-[(2S,3R,4S)-4-fluoro-2-[(2-fluoro[1,1'-biphenyl]-3-yl)methyl]-1-(2-methylpropanoyl)pyrrolidin-3-yl]methanesulfonamide F[C@@H]1[C@@H]([C@@H](N(C1)C(C(C)C)=O)CC=1C(=C(C=CC1)C1=CC=CC=C1)F)NS(=O)(=O)C